ethyl (1S,3R,4R)-2-benzyl-2-azabicyclo[2.2.1]heptane-3-carboxylate C(C1=CC=CC=C1)N1[C@H]2CC[C@@H]([C@@H]1C(=O)OCC)C2